FC1=C(C=CC=C1C[C@H]1[C@H](CCC2=CC=C(C(N12)=O)CC)NS(=O)(=O)C)C1=CC(=CC=C1)F |r| rac-N-{(3S,4S)-4-[(2,3'-difluoro[1,1'-biphenyl]-3-yl)methyl]-7-ethyl-6-oxo-1,3,4,6-tetrahydro-2H-quinolizin-3-yl}methanesulfonamide